FC1=C(N=CC2=C1N=C(N=C2N2CCN(CC2)C(=O)OC(C)(C)C)OC[C@]21CCCN1C[C@@H](C2)F)C2=C1C=NNC1=CC=C2C tert-Butyl 4-(8-fluoro-2-(((2R,7aS)-2-fluorotetrahydro-1H-pyrrolizin-7a(5H)-yl)methoxy)-7-(5-methyl-1H-indazol-4-yl)pyrido[4,3-d]pyrimidin-4-yl)piperazine-1-carboxylate